2-(1,1-Difluoroethyl)-N-(6-methyl-5-(7-(methylamino)-1,6-naphthyridin-3-yl)pyridin-3-yl)isonicotinamide FC(C)(F)C=1C=C(C(=O)NC=2C=NC(=C(C2)C=2C=NC3=CC(=NC=C3C2)NC)C)C=CN1